ClC1=NC=C(C(=N1)C1=CC2=C(N=C(S2)C)C=C1)[C@H]1[C@@H](C1)C1=CC(=C(C=C1)F)OC trans-6-(2-Chloro-5-(2-(4-fluoro-3-methoxyphenyl)cyclopropyl)pyrimidin-4-yl)-2-methylbenzo[d]thiazole